ClC1=C2C(=NC=C1C1=CC(=CC=C1)Cl)NC=C2 4-chloro-5-(3-chlorophenyl)-1H-pyrrolo[2,3-b]pyridine